OCCN1CN(CN(C1)CCO)CCO 1,3,5-tris(hydroxyethyl)-s-triazine